C(C)(C)(C)OC(=O)N1[C@@H](C[C@H](C1)O)C(NCC1=CC=C(C=C1)C1=C(N=CS1)C)=O.OC1=C(C=C(C=C1)CCOC(C(=C)C)=O)N1N=C2C(=N1)C=CC=C2 2-[2-hydroxy-5-(2-methacryloyl-oxyethyl)phenyl]benzotriazole tert-Butyl-(2S,4R)-4-hydroxy-2-((4-(4-methylthiazol-5-yl)benzyl)carbamoyl)pyrrolidine-1-carboxylate